4-mercaptobutyrate SCCCC(=O)[O-]